(1R,2R)-trans-1,2-cyclohexanediamine [C@@H]1([C@@H](CCCC1)N)N